BrC=1C(=CC=2N(C1)C(=CN2)C(F)(F)F)C 6-bromo-7-methyl-3-(trifluoromethyl)imidazo[1,2-a]pyridine